ClC=1C=CC(=C(C1)NC(=O)C=1OC(=CC1)C1CCOCC1)N1CCC(CCC1)(C)O N-(5-chloro-2-(4-hydroxy-4-methylazepan-1-yl)phenyl)-5-(tetrahydro-2H-pyran-4-yl)furan-2-carboxamide